FC1=CC=C(C=C1)NC(=S)N[C@@H]1C(NCCCC1)=O (S)-1-(4-fluorophenyl)-3-(2-oxoazepan-3-yl)thiourea